[Cl-].COC(C(=O)OC)[P+](C1=CC=CC=C1)(C1=CC=CC=C1)C1=CC=CC=C1 (1,2-dimethoxy-2-oxoethyl)triphenylphosphonium chloride